The molecule is a steroid sulfate that is the 3-sulfate of estrone. It has a role as a human metabolite and a mouse metabolite. It is a 17-oxo steroid and a steroid sulfate. It derives from an estrone. It is a conjugate acid of an estrone 3-sulfate(1-). It derives from a hydride of an estrane. C[C@]12CC[C@H]3[C@H]([C@@H]1CCC2=O)CCC4=C3C=CC(=C4)OS(=O)(=O)O